2-(4-fluorophenyl)-N,N-dimethylaminosulfonylethane FC1=CC=C(C=C1)CCS(=O)(=O)N(C)C